C(C)(C)(C)OC(NC1=C(C(=C(C=C1)Br)F)C(N(C)C)=O)=O (4-bromo-2-(dimethylcarbamoyl)-3-fluorophenyl)carbamic acid tert-butyl ester